FC=1C=C2C(=C(N(C2=CC1)C1=CC(=C(C=C1)F)C)C(C)C)C1CC2(CC(C2)C(=O)OC)C1 methyl 6-[5-fluoro-1-(4-fluoro-3-methyl-phenyl)-2-isopropyl-indol-3-yl]spiro[3.3]heptane-2-carboxylate